C(C)(C)C=1C=C(C(=O)O)C=CC1 3-isopropylbenzoic acid